7-((5-(4-hydroxypiperidin-1-yl)pyridin-2-yl)amino)-4-(3-methylthieno[3,2-b]pyridin-7-yl)-2,3-dihydro-1H-pyrrolo[3,4-c]pyridin-1-one OC1CCN(CC1)C=1C=CC(=NC1)NC=1C2=C(C(=NC1)C1=C3C(=NC=C1)C(=CS3)C)CNC2=O